1-(4-chlorobenzyl)-3-((2r,4s)-6-(3-methylisonicotinoyl)-6-azaspiro[3.4]octan-2-yl)urea ClC1=CC=C(CNC(=O)NC2CC3(C2)CN(CC3)C(C3=C(C=NC=C3)C)=O)C=C1